(1S,2S)-2-((isoxazol-4-ylmethyl)amino)cyclohexan-1-ol O1N=CC(=C1)CN[C@@H]1[C@H](CCCC1)O